3-fluoro-4-methoxy-2-oxo-1,2-dihydroquinoline-7-carboxylate FC=1C(NC2=CC(=CC=C2C1OC)C(=O)[O-])=O